O(I)I.[Ti].[Fe].[Bi] bismuth iron titanium oxyiodide